BrC(C(=O)NC=1SC(=CN1)OC1=CC=C(C=C1)F)C 2-bromo-N-(5-(4-fluorophenoxy)thiazol-2-yl)propanamide